chlorine Fluoroethylene FC=C.[Cl]